C(#N)C1=CC(=C(C=C1)COC1=CC=CC(=N1)C1=CC(=C(C=C1)CC=1N(C2=C(N1)C(=CC(=C2)C(=O)O)F)CC(CCO)O)F)F 2-[[4-[6-[(4-Cyano-2-fluoro-phenyl)methoxy]-2-pyridinyl]-2-fluoro-phenyl]methyl]-3-(2,4-dihydroxybutyl)-7-fluoro-benzimidazole-5-carboxylic acid